(R)-2-fluoro-3-oxo-3-phenylpropionitrile F[C@H](C#N)C(C1=CC=CC=C1)=O